methyl 4-hydroxy-1-(2-fluoro-6-methylphenyl)-6-oxo-1,6-dihydropyridazine-3-carboxylate OC=1C(=NN(C(C1)=O)C1=C(C=CC=C1C)F)C(=O)OC